C(#N)N1[C@H]2[C@@H](C[C@@H]1CC2)NC(=O)[C@H]2CN([C@H]1C[C@@H]21)C2=CC(=CC(=C2)Cl)Cl (1S,4R,5S)-N-((1R,2R,4S)-7-cyano-7-azabicyclo[2.2.1]heptan-2-yl)-2-(3,5-dichlorophenyl)-2-azabicyclo[3.1.0]hexane-4-carboxamide